N1(CCCCC1)C1CCN(CC1)C([C@H](CC(=O)N1CCC(CC1)N1C(NC2=CC=CC=C2C1)=O)NC=1C=C2C=CNC2=CC1)=O (L)-1-[1,4']Bipiperidinyl-1'-yl-2-(1H-indol-5-ylamino)-4-[4-(2-oxo-1,4-di-hydro-2H-quinazolin-3-yl)-piperidin-1-yl]-butane-1,4-dione